6-((benzhydryl)amino)-N,N-dimethyl-1,2,3,4-tetrahydronaphthalen-2-amine C(C1=CC=CC=C1)(C1=CC=CC=C1)NC=1C=C2CCC(CC2=CC1)N(C)C